COC1C(C2=CC=C(C=C2CC1)OC)NC(=O)C=1C(NC(=CC1)C(F)(F)F)=O N-(2,6-dimethoxy-1,2,3,4-tetrahydronaphthalen-1-yl)-2-oxo-6-(trifluoromethyl)-1,2-dihydropyridine-3-carboxamide